4-(Acetylamino)-2,2,6,6-tetramethyl-1-oxo-piperidinium tetrafluoroborate F[B-](F)(F)F.C(C)(=O)NC1CC([N+](C(C1)(C)C)=O)(C)C